BrC=1C=C(C=CC1C(=O)OCC(=O)OC)CC(=O)O 2-(3-bromo-4-(carbomethoxy(methoxycarbonyl))phenyl)acetic acid